(S)-N-(1-(5-cyanopyrimidin-2-yl)ethyl)-2-(5,6-difluoro-4-methyl-2-oxo-1,2-dihydroquinolin-3-yl)acetamide C(#N)C=1C=NC(=NC1)[C@H](C)NC(CC=1C(NC2=CC=C(C(=C2C1C)F)F)=O)=O